tert-butyl (4S)-4-carbamoyl-4-(4-{2-[(1S,3S)-5-(3-methoxy-4-nitrobenzoyl)-5-azaspiro[2.5]octan-1-yl]ethynyl}-1-oxo-3H-isoindol-2-yl)butanoate C(N)(=O)[C@H](CCC(=O)OC(C)(C)C)N1C(C2=CC=CC(=C2C1)C#C[C@@H]1C[C@]12CN(CCC2)C(C2=CC(=C(C=C2)[N+](=O)[O-])OC)=O)=O